n-octyl-aluminum C(CCCCCCC)[Al]